(R)-N-(4-(trifluoromethyl)benzyl)piperidine-2-carboxamide FC(C1=CC=C(CNC(=O)[C@@H]2NCCCC2)C=C1)(F)F